ClC1=CC=C(C=C1)C(C)OC1=C(NC(=C1)C(=O)NC1CCC1)C(=O)NC 3-(1-(4-chlorophenyl)ethoxy)-N5-cyclobutyl-N2-methyl-1H-pyrrole-2,5-dicarboxamide